2-(3-oxo-3-(4-(5-(trifluoromethyl)pyrimidin-2-yl)piperazin-1-yl)propyl)-2H-indazole-7-carboxamide O=C(CCN1N=C2C(=CC=CC2=C1)C(=O)N)N1CCN(CC1)C1=NC=C(C=N1)C(F)(F)F